COC=1N=C2C(=CC=NC2=CC1OC)OC1=C(C=C(C=C1)NC(=O)C=1C=NC(=C(C1O)C=1SC=CC1C)C)F N-[4-[(6,7-dimethoxy-1,5-naphthyridin-4-yl)oxy]-3-fluorophenyl]-4-hydroxy-6-methyl-5-(3-methylthiophen-2-yl)pyridine-3-carboxamide